ethyl 6-(4-(tert-butyl)phenyl)-4-chloro-2-methylnicotinate C(C)(C)(C)C1=CC=C(C=C1)C1=NC(=C(C(=O)OCC)C(=C1)Cl)C